COC1=CC=C(CN(C2=C(C=C3C(=N2)C=C(N3COCC[Si](C)(C)C)CN3C(C2=CC=CC=C2C3=O)=O)C)CC3=CC=C(C=C3)OC)C=C1 2-((5-(bis(4-methoxybenzyl)amino)-6-methyl-1-((2-(trimethylsilyl)ethoxy)methyl)-1H-pyrrolo[3,2-b]pyridin-2-yl)methyl)isoindoline-1,3-dione